C(C)(C)(C)OC(NC1CC2(C1)CC(C2)NC(=O)NCC2=CC=C(C=C2)Cl)=O racemic-(6-(3-(4-chlorobenzyl)ureido)spiro[3.3]hept-2-yl)carbamic acid tert-butyl ester